Cl.Cl.C(C)(C)C1=CC=C(C=C1)C=1N=C2N(C=CC=C2)C1CN1C2CNCC1CC2 8-{[2-(4-Isopropylphenyl)imidazo[1,2-a]pyridin-3-yl]methyl}-3,8-diazabicyclo[3.2.1]octan-Dihydrochlorid